benzo[4,5]imidazo[1,2-a]piperidin-9-ylcarbamate C1CCCC=2N1C1=C(N2)C=CC=C1NC([O-])=O